C[C@@H]1N(C[C@H](N(C1)C(C=C)=O)C)C1C=2C(NCC1)=C(N(N2)C2=CC=C(C=C2)OC2=CC=CC=C2)C(=O)N 7-[(2S,5R)-2,5-dimethyl-4-(prop-2-enoyl)piperazin-1-yl]-2-(4-phenoxyphenyl)-4,5,6,7-tetrahydro-2H-pyrazolo[4,3-b]pyridine-3-carboxamide